ethyl (fluoromethyl) disulfide FCSSCC